C(C1=CC=CC=C1)N1CCNC2=C(C1)C=CS2 4-benzyl-2,3,4,5-tetrahydro-1H-thieno[2,3-e][1,4]diazepine